N[C@]1([C@H](CCCC1)O)C=1SC=CC1 (1S,2R)-2-amino-2-(2-thienyl)cyclohexane-1-ol